4-Amino-N-(3,3-difluoro-1-methyl-cyclobutyl)pyridine-2-carboxamide NC1=CC(=NC=C1)C(=O)NC1(CC(C1)(F)F)C